5-Methyl-N4-(4-chloro-[3-(2-methylpropylsulfonamido)]phenyl)-N2-[4-(4-methylpiperazin-1-yl)-3-fluorophenyl]pyrimidine-2,4-diamine CC=1C(=NC(=NC1)NC1=CC(=C(C=C1)N1CCN(CC1)C)F)NC1=CC(=C(C=C1)Cl)NS(=O)(=O)CC(C)C